8-Oxa-2-aza-spiro[4.5]decan C1NCCC12CCOCC2